1,5-Diamino-4,8-dihydroxyanthraquinone NC1=CC=C(C=2C(C3=C(C=CC(=C3C(C12)=O)O)N)=O)O